CN(C)CC1=CC(=C(S1)S(=O)(N)=NC(NC1=C2CCCC2=CC=2CCCC12)=O)F 5-((Dimethylamino)methyl)-3-fluoro-N'-(1,2,3,5,6,7-hexahydro-s-indacen-4-ylcarbamoyl)thiophene-2-sulfonimidamide